ethyl 3-(4-(1-((tert-butoxycarbonyl) amino) ethyl)-4-methylpiperidin-1-yl)-6-(4,5-dichloropyridin-3-yl)-5-methylpyrazine-2-carboxylate C(C)(C)(C)OC(=O)NC(C)C1(CCN(CC1)C=1C(=NC(=C(N1)C)C=1C=NC=C(C1Cl)Cl)C(=O)OCC)C